C(C)(C)(C)OC(=O)N1N=CC2=C(C1=O)C=NC(=C2)C=2C=NN(C2C2=C(C=C1C(CC3(CC3)OC1=C2C#N)=O)F)C 7-(5-(8-cyano-6-Fluoro-4-oxospiro[chromane-2,1'-cyclopropan]-7-yl)-1-methyl-1H-pyrazol-4-yl)-4-oxopyrido[3,4-d]pyridazine-3(4H)-carboxylic acid tert-butyl ester